N1=CC=NC2=CC(=CC=C12)O Quinoxalin-6-ol